N1C[C@@H](CC1)NS(=O)(=O)C1=C(C(=C(C=C1)N1CC(CC1)C(=O)N)C1=NN=NN1)S(N)(=O)=O 1-{4-[(3R)-pyrrolidin-3-ylsulfamoyl]-3-sulfamoyl-2-(1H-tetrazol-5-yl)phenyl}pyrrolidine-3-carboxamide